2-(6'-Bromo-5'-fluoro-1',3'-dioxospiro[cyclopropane-1,4'-isoquinoline]-2'-yl)-N-(5-fluoropyrimidin-2-yl)propionamide BrC=1C(=C2C3(C(N(C(C2=CC1)=O)C(C(=O)NC1=NC=C(C=N1)F)C)=O)CC3)F